N-(4-((S)-3-((R) or (S)-3-(3-chlorophenyl)-2,2-dimethylpyrrolidin-1-yl)-2-hydroxypropoxy)phenyl)-N-methylmethanesulfonamide ClC=1C=C(C=CC1)[C@@H]1C(N(CC1)C[C@@H](COC1=CC=C(C=C1)N(S(=O)(=O)C)C)O)(C)C |o1:7|